C(C)(CC)Cl sec-butylchloride